ClC=1C=C(OC2CCC(CC2)NC(C2=CC=C(C=C2)N2CCC(CC2)OCCOC2=CC(=CC=C2)OC2=C(C=C(C=C2)NS(=O)(=O)CC)C=2C3=C(C(N(C2)C)=O)NC=C3)=O)C=CC1C#N N-[4-(3-chloro-4-cyano-phenoxy)cyclohexyl]-4-[4-[2-[3-[4-(ethylsulfonylamino)-2-(6-methyl-7-oxo-1H-pyrrolo[2,3-c]pyridin-4-yl)phenoxy]phenoxy]ethoxy]-1-piperidyl]benzamide